S1C(=CC=C1)C(=O)N1CCC(CC1)CN1CCC(CC1)CNC(=O)C1=CC=CC=2NC(=NC21)C(C)C 2-isopropyl-1H-benzoimidazole-4-carboxylic acid {1-[1-(thiophene-2-carbonyl)piperidin-4-ylmethyl]piperidin-4-ylmethyl}amide